C(C)(C)(C)OC(=O)N1[C@H]2CC(=C[C@@H]1CC2)C=2C1=C(N=C(N2)SC)C(=C(N=C1)Cl)F.COC1=CC=C(C=C1N)C1=CC=C(C=C1N)OC 4,4'-dimethoxy-5,6'-diaminobiphenyl tert-butyl-(1R,5S)-3-(7-chloro-8-fluoro-2-(methylthio)pyrido[4,3-d]pyrimidin-4-yl)-8-azabicyclo[3.2.1]oct-3-ene-8-carboxylate